C1(CC1)CN1C(=NC2=C1C=CC=C2)N2CCC(CC2)NC2=CC=C1C(=NN(C1=C2)C)C2=CC(=CC=C2)F N-(1-(1-(cyclopropylmethyl)-1H-benzo[d]imidazol-2-yl)piperidin-4-yl)-3-(3-fluorophenyl)-1-methyl-1H-indazol-6-amine